C(C)(=O)N1C[C@H](CC1)NC1=NC=C(C(=N1)C=1C=C(C=CC1)N1C(C=CC=C1)=O)F (S)-1-(3-(2-((1-acetylpyrrolidin-3-yl)amino)-5-fluoropyrimidin-4-yl)phenyl)pyridin-2(1H)-one